(S)-N-(5-methyl-4-oxo-2,3,4,5-tetrahydropyrido[3,2-b][1,4]oxazepin-3-yl)-5-(1-phenylcyclopropyl)-1H-pyrazole-3-carboxamide CN1C2=C(OC[C@@H](C1=O)NC(=O)C1=NNC(=C1)C1(CC1)C1=CC=CC=C1)C=CC=N2